C1(=CC=CC=C1)C(C1=CC=CC=C1)=NC1=CC(=NC2=NC=CC=C12)NC1CCN(CC1)C 4-((diphenylmethylene)amino)-N-(1-methylpiperidin-4-yl)-1,8-naphthyridin-2-amine